(R)-2-((1-(3,3,7-trimethyl-9-oxo-1,2,3,9-tetrahydropyrrolo[2,1-b]quinazolin-5-yl)ethyl)amino)benzoic acid CC1(CCN2C1=NC=1C(=CC(=CC1C2=O)C)[C@@H](C)NC2=C(C(=O)O)C=CC=C2)C